N-(3-(2-(3-fluoro-4-(4-methylpiperazin-1-yl)phenylamino)-7H-pyrrolo[2,3-d]pyrimidin-4-yloxy)phenyl)acrylamide mesylate salt S(C)(=O)(=O)O.FC=1C=C(C=CC1N1CCN(CC1)C)NC=1N=C(C2=C(N1)NC=C2)OC=2C=C(C=CC2)NC(C=C)=O